2-hydroxy-4-tridecyloxy-benzophenone OC1=C(C(=O)C2=CC=CC=C2)C=CC(=C1)OCCCCCCCCCCCCC